NC1=NC=CC=C1C1=NC=2C(=NC(=CC2)N2N=CC=C2)N1C=1C=C2CC[C@@H](C2=CC1)NC(=O)C=1C=CC=C2CCN(C12)C(C=C)=O N-[(1S)-5-[2-(2-aminopyridin-3-yl)-5-(pyrazol-1-yl)imidazo[4,5-b]pyridin-3-yl]-2,3-dihydro-1H-inden-1-yl]-1-(prop-2-enoyl)-2,3-dihydroindole-7-carboxamide